OCCNC1=C(C=CC=C1)[N+](=O)[O-] 1-β-hydroxyethylamino-2-nitrobenzene